5-[2-(2-{N-[2-(Naphthalin-1-yl)ethyl]formamido}phenyl)ethynyl]pyridin C1(=CC=CC2=CC=CC=C12)CCN(C=O)C1=C(C=CC=C1)C#CC=1C=CC=NC1